tert-butyl 4-[[(propan-2-yl)[(1r,3r)-3-[3-[(2,6-dioxopiperidin-3-yl)carbamoyl]phenoxy]cyclobutyl]amino]methyl]piperidine-1-carboxylate CC(C)N(C1CC(C1)OC1=CC(=CC=C1)C(N[C@H]1C(NC(CC1)=O)=O)=O)CC1CCN(CC1)C(=O)OC(C)(C)C